[Si](C)(C)(C(C)(C)C)OCC12CCC(CC1)(N2C(=O)OC(C)(C)C)C#CC2=CC=C(C=C2)Cl tert-butyl 1-(((tert-butyldimethylsilyl)oxy)methyl)-4-((4-chlorophenyl)ethynyl)-7-azabicyclo[2.2.1]heptane-7-carboxylate